tert-butyl 2-((4-fluorophenyl)(methyl)amino)-2-oxoethylcarbamate FC1=CC=C(C=C1)N(C(CNC(OC(C)(C)C)=O)=O)C